(S)-2-cyclopropyl-4-((1-(4-(isoxazol-3-yl)phenyl)pyrrolidin-3-yl)methoxy)pyrimidine-5-carbonitrile C1(CC1)C1=NC=C(C(=N1)OC[C@@H]1CN(CC1)C1=CC=C(C=C1)C1=NOC=C1)C#N